C(#N)C12CCC(CC1)(CC2)NC(C2=C(C=CC(=C2)SC(F)(F)F)S(=O)(=O)C)=O N-(4-cyanobicyclo[2.2.2]oct-1-yl)-2-(methylsulfonyl)-5-((trifluoromethyl)thio)benzamide